2-(p-Methylbenzenesulfonyloxy)propionic acid CC1=CC=C(C=C1)S(=O)(=O)OC(C(=O)O)C